4-(methyl-hydroxyl-phosphoryl)-threonine CP(=O)(O)C[C@H]([C@H](N)C(=O)O)O